(S)-(5-fluoro-2-(2-methoxy-7-methylquinoxalin-5-yl)-7,8-dihydrobenzofuro[5,4-d]thiazol-7-yl)methanol FC1=CC=2N=C(SC2C=2C[C@H](OC21)CO)C2=C1N=CC(=NC1=CC(=C2)C)OC